NC1=C(C(N(C2=CC(=CC=C12)C(F)(F)F)C1=CC2=C(CCO2)C=C1)=O)C(=O)OC methyl 4-amino-1-(2,3-dihydro-1-benzofuran-6-yl)-2-oxo-7-(trifluoromethyl)-1,2-dihydroquinoline-3-carboxylate